[Cu].[Re].[W] Tungsten-rhenium copper